3-chloro-6-hydroxy-4-methoxy-2-methylbenzoic acid ClC=1C(=C(C(=O)O)C(=CC1OC)O)C